N-[(3-cyanophenyl)methyl]-N'-(2-pyridinylmethyl)-N-(6,7,8,9-tetrahydro-5H-cyclohepta[b]pyridin-9-yl)-1,4-benzenedimethanamine C(#N)C=1C=C(C=CC1)CN(CC1=CC=C(C=C1)CNCC1=NC=CC=C1)C1CCCCC=2C1=NC=CC2